COCOCOC methoxymethyl ether